C1(=CC=CC=C1)C=1C(=C(C=CC1NC1=CC=C(C=C1)N(C=1C=C(C=CC1)C)C=1C=C(C=CC1)C)C1=CC=C(C=C1)NC1=CC=C(C=C1)N(C=1C=C(C=CC1)C)C=1C=C(C=CC1)C)C1=CC=CC=C1 diphenyl-N,N'-bis[4-(di-m-tolyl-amino)-phenyl]-biphenyl-4,4'-diamine